5-[[2-oxo-2-[(2S,5R)-2-phenyl-5-(1H-pyrazol-5-yl)-1-piperidyl]acetyl]amino]pyridine-3-carboxamide O=C(C(=O)NC=1C=C(C=NC1)C(=O)N)N1[C@@H](CC[C@H](C1)C1=CC=NN1)C1=CC=CC=C1